ClC1=C(C(=O)N2COC3=C(C2)C=CC=C3C3=CC(=C(C(=O)O)C=C3F)N3C2COCC3CC2)C(=CC(=C1)N1[C@@H]([C@@H](C1)N1CCOCC1)C)Cl 4-[3-[2,6-Dichloro-4-[(2R,3R)-2-methyl-3-morpholin-4-ylazetidin-1-yl]benzoyl]-2,4-dihydro-1,3-benzoxazin-8-yl]-5-fluoro-2-(3-oxa-8-azabicyclo[3.2.1]oct-8-yl)benzoic acid